Br.FC=1C=NC=2C=C(NC(C2C1)=O)C1CNCC1 3-fluoro-7-(pyrrolidin-3-yl)-6H-1,6-naphthyridin-5-one hydrobromide